3-(2-((20-(Tert-butoxy)-20-oxoicosanoyl)oxy)-2,2-diphenylacetoxy)spiro[bicyclo[3.2.1]octane-8,1'-pyrrolidin]-8-ium triflate [O-]S(=O)(=O)C(F)(F)F.C(C)(C)(C)OC(CCCCCCCCCCCCCCCCCCC(=O)OC(C(=O)OC1CC2CCC(C1)[N+]21CCCC1)(C1=CC=CC=C1)C1=CC=CC=C1)=O